rac-(4aR,8aR)-6-[6-bromo-4-(trifluoromethyl)-2-pyridyl]-2,3,4,4a,5,7,8,8a-octahydropyrido[4,3-b][1,4]oxazine BrC1=CC(=CC(=N1)N1C[C@@H]2[C@H](OCCN2)CC1)C(F)(F)F |r|